C(C)OC(=O)C1OC(C(C1C1=C(C(=C(C=C1)F)F)OC)C)(C(F)(F)F)C 3-(3,4-difluoro-2-methoxy-phenyl)-4,5-dimethyl-5-(trifluoromethyl)tetrahydrofuran-2-carboxylic acid ethyl ester